C1(=CC=CC=C1)C=1N=C(C=2NC3=CC=CC=C3C2C1)N1CCNCC1 phenylpiperazinyl-β-carboline